ethyl 6-bromo-4-chloro-5,7-difluoroquinoline-3-carboxylate BrC=1C(=C2C(=C(C=NC2=CC1F)C(=O)OCC)Cl)F